tetrabutoxytitanium chloride [Cl-].C(CCC)O[Ti](OCCCC)(OCCCC)OCCCC